CC(C(C=C)=O)=O pentanenedione